FC1=C(C=CC(=C1)C)S(=O)(=O)N1C[C@]2(CC3=C(C=C2CC1)N(N=C3)C3=CC=C(C=C3)F)C(=O)C3=NC=CC=C3 (R)-(6-((2-fluoro-4-methylphenyl)sulfonyl)-1-(4-fluorophenyl)-4,4a,5,6,7,8-hexahydro-1H-pyrazolo[3,4-g]isoquinolin-4a-yl)(pyridin-2-yl)methanone